C1(CC1)C(=O)N1C2CC(CC1CC2)N2N=CC(=C2)C=2C(=C(C(=CC2)O)N2CC(NS2(=O)=O)=O)F 5-(3-(1-(8-(cyclopropanecarbonyl)-8-azabicyclo[3.2.1]octan-3-yl)-1H-pyrazol-4-yl)-2-fluoro-6-hydroxyphenyl)-1,2,5-thiadiazolidin-3-one 1,1-dioxide